4-(4-(4-formyl-5-trifluoromethyl-1,2,3-triazol-1-yl)phenyl)benzoic acid C(=O)C=1N=NN(C1C(F)(F)F)C1=CC=C(C=C1)C1=CC=C(C(=O)O)C=C1